1-cyano-N-(5-cyclohexyl-pyridin-2-yl)pyrrolidine-3-carboxamide C(#N)N1CC(CC1)C(=O)NC1=NC=C(C=C1)C1CCCCC1